C(C)OP(N=PC(C(F)(F)F)(F)F)NP (ethoxy)pentafluoroethyl-triphosphazene